N-(2-(6-methoxy-1H-indol-3-yl)ethyl)-N-methylcyclopropylamine COC1=CC=C2C(=CNC2=C1)CCN(C)C1CC1